CC1=C(OC2=C(C=C(C=C2C1=O)C)[C@@H](C)NC=1C(=NC=CC1)C(=NO)N)C1=CC2=CN(N=C2C=C1)C 3-[[(1R)-1-[3,6-Dimethyl-2-(2-methylindazol-5-yl)-4-oxo-chromen-8-yl]ethyl]-amino]-N'-hydroxy-pyridine-2-carboxamidine